(2S,4R)-N-Boc-4-fluoropyrrolidine-2-carboxylic acid C(=O)(OC(C)(C)C)N1[C@@H](C[C@H](C1)F)C(=O)O